copper carboxylmethylaspartate C(=O)(O)CN[C@@H](CC(=O)[O-])C(=O)[O-].[Cu+2]